1-(4-(2-chloro-5-nitrobenzyl)piperazin-1-yl)-2-(4-phenethylpiperazin-1-yl)ethan-1-one ClC1=C(CN2CCN(CC2)C(CN2CCN(CC2)CCC2=CC=CC=C2)=O)C=C(C=C1)[N+](=O)[O-]